C1(CCCC1)C1=CN=CC2=C1N=C(N=C2)NC2=C(C=C(C=C2)N2CCN(CC2)C)OC 8-cyclopentyl-N-(2-methoxy-4-(4-methylpiperazin-1-yl)phenyl)Pyrido[4,3-d]pyrimidin-2-amine